2,6-diethylphenylisocyanate C(C)C1=C(C(=CC=C1)CC)N=C=O